propyl-paraben (propyl para-hydroxybenzoate) C(CC)C1=C(C(=O)O)C=CC(=C1)O.C(CC)OC(=O)C1=CC=C(O)C=C1